O1C(=NC2=C1C=CC=C2)NC2=NC1=C(N2C)C=CC(=C1)C(=O)NCCN1CCCC1 2-(benzo[d]oxazol-2-ylamino)-1-methyl-N-(2-(pyrrolidin-1-yl)-ethyl)-1H-benzo[d]-imidazole-5-carboxamide